t-butyl (S)-2-(6-chloro-3-(4-(methylcarbamoyl)phenyl)-4-oxo-3,4-dihydropyrido[3,4-d]pyrimidin-2-yl)pyrrolidine-1-carboxylate ClC1=CC2=C(N=C(N(C2=O)C2=CC=C(C=C2)C(NC)=O)[C@H]2N(CCC2)C(=O)OC(C)(C)C)C=N1